7-(5-Fluoro-4-oxo-3,4-dihydroquinazolin-2-yl)-N-hydroxyheptanamide FC1=C2C(NC(=NC2=CC=C1)CCCCCCC(=O)NO)=O